N1N=CN=C1N 1H-1,2,4-triazol-5-amine